[I-].O\N=C\C1=[N+](C=CC(=C1)SC1=CC=CC=C1)C (E)-2-((hydroxyimino)methyl)-1-methyl-4-(phenylthio)pyridine-1-ium iodide